C(C1=CC=CC=C1)=NCCCCCN=CC1=CC=CC=C1 N,N'-dibenzylidene-1,5-pentanediamine